8-([1,1'-biphenyl]-4-yl-(cyclopropylmethyl)amino)-5-methyl-6-oxo-5,6-dihydro-1,5-naphthyridine-2-carbonitrile C1(=CC=C(C=C1)N(C1=CC(N(C=2C=CC(=NC12)C#N)C)=O)CC1CC1)C1=CC=CC=C1